N-benzyl-2,6-dihydroxy-N,5'-dimethyl-4-pentyl-2'-(prop-1-en-2-yl)-[1,1'-biphenyl]-3-carboxamide C(C1=CC=CC=C1)N(C(=O)C=1C(=C(C(=CC1CCCCC)O)C1=C(C=CC(=C1)C)C(=C)C)O)C